NC1=CC=C2C=C(NC2=C1)C(=O)N1CCC(CC1)C=1C=C2CN(C(C2=CC1)=O)C1C(NC(CC1)=O)=O 3-(5-(1-(6-amino-1H-indole-2-carbonyl)piperidin-4-yl)-1-oxoisoindolin-2-yl)piperidine-2,6-dione